ClC1=CC=C(S1)C(=O)NC[C@H]1CN(C(O1)=O)C1=CC=C(C=C1)N1C(COCC1)=O (S)-5-chloro-N-{[2-oxo-3-[4-(3-oxomorpholin-4-yl)phenyl]oxazolidin-5-yl]methyl}thiophene-2-carboxamide